C1(=C(C=CC=C1)N(C1=CC=2C(C3=CC=CC=C3C2C=C1)(C1=CC=CC=C1)C1=CC=CC=C1)C1=CC=2C(C3=CC=CC=C3C2C=C1)(C1=CC=CC=C1)C1=CC=CC=C1)C1=CC=CC=C1 biphenyl-2-ylbis(9,9'-diphenyl-9H-fluorene-2-yl)amine